(8S,9S)-2,3-Dimethyl-8-hydroxy-9-phenyl-7,8,9,10-tetrahydroimidazo[1,2-h][1,7]naphthyridin-7-one CC=1N=C2N(C=CC=3C([C@H]([C@@H](NC23)C2=CC=CC=C2)O)=O)C1C